3-(4-(((1r,4r)-4-aminocyclohexyl)(3-(tetrahydrofuran-3-yl)propyl)amino)-1-oxoisoindolin-2-yl)piperidine-2,6-dione NC1CCC(CC1)N(C1=C2CN(C(C2=CC=C1)=O)C1C(NC(CC1)=O)=O)CCCC1COCC1